Cl.FC(C1=CC=C(C=C1)S(=O)(=O)O)(F)F 4-trifluoromethylbenzenesulphonate HCl